ClC1=C(C=CC=C1C(=O)N1C[C@H]2CO[C@](CN2CC1)(O)C1=CC(=C(C=C1)F)F)C=1C=C(NC1)C#N 4-(2-chloro-3-((3R,9aS)-3-(3,4-difluorophenyl)-3-hydroxyoctahydropyrazino[2,1-c][1,4]oxazine-8-carbonyl)phenyl)-1H-pyrrole-2-carbonitrile